CC1(CCC(CC1)C1CCC(CC1)(C)C)C tetra-methyl-1,1'-bi(cyclohexyl)